Iodo-aniline INC1=CC=CC=C1